2-(3-quinolinyl)-4-[[phenylsulfonyl]oxy]-5-amino-3(2H)-furanone N1=CC(=CC2=CC=CC=C12)C1OC(=C(C1=O)OS(=O)(=O)C1=CC=CC=C1)N